N-ethyl-3,5-piperidinediol C(C)N1CC(CC(C1)O)O